tert-butyl 4-[2-(4-bromo-5-methyl-triazol-1-yl)-1,1-dimethyl-ethyl]-3-oxo-piperazine-1-carboxylate BrC=1N=NN(C1C)CC(C)(C)N1C(CN(CC1)C(=O)OC(C)(C)C)=O